C(CCCCCCCCCC(C)C)C(C(=O)O)CCCCCCCCCCCC.C(CCCCCCCCCCCCC)(=O)OCCCCCCCCCCC(C)C isotridecyl myristate (isotridecyl myristate)